[2,3-dioleoyl]-glycerol C(CCCCCCC\C=C/CCCCCCCC)(=O)OC(CO)COC(CCCCCCC\C=C/CCCCCCCC)=O